NC1=C(C=C(C=N1)C=1C=C2N(N1)CC[C@]21CN(CC1)C(=O)NCC)OC(C)C1=C(C=CC=C1Cl)Cl (3R)-2'-{6-amino-5-[1-(2,6-dichlorophenyl)ethoxy]pyridin-3-yl}-N-ethyl-5',6'-dihydro-1H-spiro[pyrrolidine-3,4'-pyrrolo[1,2-b]pyrazole]-1-carboxamide